CCCCCCC(CCC(CCCCCCCCCC)O)O eicosane-7,10-diol